ClC1=CC=C(C=C1)C1=CC(=CC=C1)[C@H](C(=O)N1CC2=C(N=C(NC2=O)C2(CC2)C=2C=NC=C(C2)C(C)C)CC1)O (R)-6-(2-(4'-chloro-[1,1'-biphenyl]-3-yl)-2-hydroxyacetyl)-2-(1-(5-isopropylpyridin-3-yl)cyclopropyl)-5,6,7,8-tetrahydropyrido[4,3-d]pyrimidin-4(3H)-one